N-(2-amino-6-methyl-phenyl)-6-chloro-4-methyl-pyridine-3-sulfonamide, hydrochloride Cl.NC1=C(C(=CC=C1)C)NS(=O)(=O)C=1C=NC(=CC1C)Cl